diisopropylmethylene(2,5-dimethylcyclopentadienyl-fluorenyl)titanium dichloride [Cl-].[Cl-].C(C)(C)C(C(C)C)=[Ti+2]C1=C(C=CC=2C3=CC=CC=C3CC12)C1C(=CC=C1C)C